6-((2-azidoallyl)oxy)-2,5,7,8-tetramethyl-2-(4,8,12-trimethyltridecyl)chroman Tert-butyl-7-(((3-chloropyridin-2-yl)oxy)methyl)-6-azaspiro[3.4]octane-6-carboxylate C(C)(C)(C)OC(=O)N1CC2(CCC2)CC1COC1=NC=CC=C1Cl.N(=[N+]=[N-])C(COC=1C(=C2CCC(OC2=C(C1C)C)(CCCC(CCCC(CCCC(C)C)C)C)C)C)=C